C(C)OC1=CC=C(C=C1)NCC(O)C1=CNC(O1)=O 5-[2-(4-ethoxyphenylamino)-1-hydroxyethyl]-1,3-oxazol-2(3H)-one